(R)-3-(4-hydroxyphenyl)-3-(4-(trifluoromethoxy)phenyl)-7-(trifluoromethyl)indoline OC1=CC=C(C=C1)[C@@]1(CNC2=C(C=CC=C12)C(F)(F)F)C1=CC=C(C=C1)OC(F)(F)F